(N,N-dimethyl-sulfamoyl)-1H-pyrazole-4-carboxylic acid ethyl ester C(C)OC(=O)C=1C=NN(C1)S(N(C)C)(=O)=O